3,5-difluoro-4-hydroxyaniline FC=1C=C(N)C=C(C1O)F